[Cl-].OCC[N+](CC=C)(CC=C)CCO N,N-Bis(2-hydroxyethyl)-N-2-propen-1-yl-2-propen-1-aminium chloride